O=C1N(C(C2=CC=CC=C12)=O)CCOC1=CC=C(C=O)C=C1 4-(2-(1,3-dioxoisoindolin-2-yl)ethoxy)benzaldehyde